C(CCC)C1=NNC(=N1)CCCC 3,5-Dibutyl-1,2,4-triazole